CC1=CC=2C(=C(N=NC2C2=C(C=C(C=C2)OC(F)(F)F)O)N[C@H]2CN(CCC2)C)N=C1 2-(3-methyl-8-{[(3R)-1-methylpiperidin-3-yl]amino}pyridino[2,3-d]pyridazin-5-yl)-5-(trifluoromethoxy)phenol